[Na+].[Na+].C(CN(CC(=O)[O-])CC(=O)[O-])N(CC(=O)[O-])CC(=O)[O-].[Mg+2] magnesium ethylenediaminetetraacetate disodium